CN1N=CC(=C1)C=1C=C(C(=O)NC=2N(C=C(N2)CCCC(N2CCNCC2)=O)C2=CC=CC=C2)C=CC1 3-(1-methyl-1H-pyrazol-4-yl)-N-(4-(4-oxo-4-(piperazin-1-yl)butyl)-1-phenyl-1H-imidazol-2-yl)benzamide